BrC=1C(=NN(C1CC)C)COC[C@H]1[C@H](C1)CO |o1:12,13| [(1S or R,2R or S)-2-{[(4-bromo-5-ethyl-1-methyl-1H-pyrazol-3-yl)methoxy]methyl}cyclopropyl]methanol